C(\C=C/C(=O)[O-])(=O)O.[Sn+4].C(\C=C/C(=O)[O-])(=O)O.C(\C=C/C(=O)[O-])(=O)O.C(\C=C/C(=O)[O-])(=O)O tin hydrogen maleate